C(C)(C)(C)C1=CC(=NN1C)C(=O)NC1=CC(=CC=C1)[C@H](C)NC1=CN=C2C(=N1)N(N=C2)C (S)-5-(tert-butyl)-1-methyl-N-(3-(1-((1-methyl-1H-pyrazolo[3,4-b]pyrazin-6-yl)amino)ethyl)phenyl)-1H-pyrazole-3-carboxamide